O1C(CCCC1)N1N=C(N=N1)C=1C=C(C=O)C=CC1 3-(2-(tetrahydro-2H-pyran-2-yl)-2H-tetrazol-5-yl)benzaldehyde